7-iodo-N-(4-morpholinophenyl)-5H-pyrrolo[3,2-d]pyrimidin-2-amine IC1=CNC2=C1N=C(N=C2)NC2=CC=C(C=C2)N2CCOCC2